C1(CC1)NC(CN1N=C(C=CC1=O)C1=CC=C(C=C1)OC)=O N-cyclopropyl-2-(3-(4-methoxyphenyl)-6-oxopyridazin-1(6H)-yl)acetamide